tetradecyloxy(hexadecyloxy)silane C(CCCCCCCCCCCCC)O[SiH2]OCCCCCCCCCCCCCCCC